C(CCCCC)C(CCCCCC)N1CCNCCC1 1-(1-hexylheptyl)-1,4-diazepane